NCCOCCNC=1C2=C(C(=NC1)C1=CC(=C(C=C1)S(=O)(=O)C)C)C(=NN2)C2CC2 N-[2-(2-aminoethoxy)ethyl]-3-cyclopropyl-4-(3-methyl-4-methylsulfonyl-phenyl)-1H-pyrazolo[4,3-c]pyridin-7-amine